1-(6-methoxypyridin-3-yl)-5-(trifluoromethyl)-1H-pyrazole-4-carboxamide COC1=CC=C(C=N1)N1N=CC(=C1C(F)(F)F)C(=O)N